tert-butyl 5-(bis(4-methoxybenzyl)amino)-2-(4,6-bis(methoxy-d3)pyrimidin-5-yl)-1H-pyrrolo[2,3-c]pyridine-1-carboxylate COC1=CC=C(CN(C=2C=C3C(=CN2)N(C(=C3)C=3C(=NC=NC3OC([2H])([2H])[2H])OC([2H])([2H])[2H])C(=O)OC(C)(C)C)CC3=CC=C(C=C3)OC)C=C1